2-(2-(2-Azidoeth-oxy)ethoxy)ethan-1-ol N(=[N+]=[N-])CCOCCOCCO